C(C=C)(=O)N1CCC(CC1)OC=1C=C2C(=NC=NC2=CC1OC)NC=1C=C(C=CC1OC)C1=CC(=CC=C1)C(=O)OC methyl 3'-((6-((1-acryloylpiperidin-4-yl)oxy)-7-methoxyquinazolin-4-yl)amino)-4'-methoxy-[1,1'-biphenyl]-3-carboxylate